NCCC(C(=O)OC)(C)C methyl 4-amino-2,2-dimethylbutyrate